5,5-difluoro-6,7-dihydro-5H-cyclopenta[b]pyridine-3-carboxylic acid FC1(CCC2=NC=C(C=C21)C(=O)O)F